C(#N)C1=CC=C(C=C1)NC(=O)NC(CC(=O)O)C(NC(C)C1=CC=CC=C1)=O 3-{[(4-cyanophenyl)carbamoyl]amino}-3-[(1-phenylethyl)carbamoyl]propanoic acid